bis(3,5-difluoro-2-(5-(trifluoromethyl)pyridin-2-yl)phenyl)iridium FC=1C(=C(C=C(C1)F)[Ir]C1=C(C(=CC(=C1)F)F)C1=NC=C(C=C1)C(F)(F)F)C1=NC=C(C=C1)C(F)(F)F